cis-3-nonadecene-1,19-dicarboxylic anhydride C1C\C=C/CCCCCCCCCCCCCCCC(=O)OC1=O